ClC=1C(=C(C=CC1Cl)NC1=NC=NC2=CC(=C(C=C12)OC1CC(C1)NC(OC(C)(C)C)=O)OC)F tert-butyl ((1s,3s)-3-((4-((3,4-dichloro-2-fluorophenyl)amino)-7-methoxyquinazolin-6-yl)oxy)cyclobutyl)carbamate